(2S)-2-hydroxy-3-[(2'S,7r)-2'-methyl-2-(trifluoromethyl)spiro[4,5-dihydrothieno[2,3-c]pyran-7,4'-piperidin]-1'-yl]propionamide (trifluoroacetate) FC(C(=O)O)(F)F.O[C@H](C(=O)N)CN1[C@H](C[C@@]2(CC1)OCCC1=C2SC(=C1)C(F)(F)F)C